[1,1'-bicyclopropyl]-1-amine C1(CC1)(C1CC1)N